tert-butyl (5-(1H-tetrazol-5-yl)-1-(4-(trifluoromethyl)phenyl)-1,2,3,4-tetrahydroquinolin-3-yl)carbamate N1N=NN=C1C1=C2CC(CN(C2=CC=C1)C1=CC=C(C=C1)C(F)(F)F)NC(OC(C)(C)C)=O